isopropyl (1S,2S,3R,4R)-3-[(1S)-1-(acetylamino)-2-ethylbutyl]-4-guanidino-2-hydroxycyclopentanecarboxylate hydrochloride Cl.C(C)(=O)N[C@@H](C(CC)CC)[C@@H]1[C@@H]([C@H](C[C@H]1NC(=N)N)C(=O)OC(C)C)O